propyl-N,N-dimethyl-N-(2,3-dihydroxypropyl)ammonium chloride [Cl-].C(CC)[N+](CC(CO)O)(C)C